tri-ammonium hydrogen citrate C(CC(O)(C(=O)[O-])CC(=O)[O-])(=O)O.[NH4+].[NH4+].[NH4+]